3-(1H-pyrazol-4-yl)-7-oxabicyclo[2.2.1]heptane-2-carboxamide N1N=CC(=C1)C1C(C2CCC1O2)C(=O)N